CS(=O)(=O)CC1CN(C1)C=1C=CC=C2C=C(N=CC12)N 8-(3-(methylsulfonylmethyl)azetidin-1-yl)isoquinolin-3-amine